C(C)C1=C(C(=CC(=C1)C)CC)C(C(=O)N)C(=O)N 2,6-diethyl-4-methyl-phenyl-malonamide